CC1=CN2C(S1)=NC(=C2C(=O)O)C(F)(F)F 2-methyl-6-(trifluoromethyl)imidazo[2,1-b]thiazole-5-carboxylic acid